4-iodo-N-(4-methyl-oxazin-4-yl)-6-(morpholin-4-yl)pyridin-2-amine IC1=CC(=NC(=C1)N1CCOCC1)NC1(C=NOC=C1)C